FC(C1=CC=C(C=C(C#N)C#N)C=C1)(F)F 2-(4-trifluoromethylbenzylidene)malononitrile